CCCCCC1C(O1)C/C=C\\C/C=C\\C/C=C\\CCCC(=O)[O-] The molecule is an icosanoid anion that is the conjugate base of 14,15-EET, obtained by deprotonation of the carboxy group; major species at pH 7.3. It is an icosanoid anion, a long-chain fatty acid anion, a polyunsaturated fatty acid anion and an EET(1-). It is a conjugate base of a 14,15-EET.